N1C(=NC2=C1C=CC=C2)NC(CC(=O)NC)C2=CC(=C(C(=C2)C)F)C 3-[(1H-1,3-benzodiazol-2-yl)amino]-3-(4-fluoro-3,5-dimethylphenyl)-N-methylpropanamide